3,3',4,4',5,5'-Hexahydroxy-trans-stilben OC=1C=C(C=C(C1O)O)\C=C\C1=CC(=C(C(=C1)O)O)O